CN(C(OC(C)(C)C)=O)[C@@H]1CN(CCC1)C1=C2C(=NC=C1)N(C=C2C=2N=NC=CC2)COCC[Si](C)(C)C tert-butyl N-methyl-N-[(3S)-1-[3-pyridazin-3-yl-1-(2-trimethylsilylethoxymethyl) pyrrolo[2,3-b]pyridin-4-yl]-3-piperidyl]carbamate